The molecule is a HETE anion that is the conjugate base of 9-HETE, obtained by deprotonation of the carboxy group; major species at pH 7.3. It is a conjugate base of a 9-HETE. CCCCC/C=C\\C/C=C\\CC(/C=C/C=C\\CCCC(=O)[O-])O